FC=1C=C(C=CC1)CCC(=O)C=1N(C=CC1)C 3-(3-fluorophenyl)-1-(N-methyl-pyrrol-2-yl)propan-1-one